C1(CCCCC1)C1=CC=C(C=C1)C=1NC=2N(C(C1)=O)N=C(C2C(=O)N2CC(C2)CF)C=2N=CN(C2C)C 5-(4-Cyclohexylphenyl)-2-(1,5-dimethyl-1H-imidazol-4-yl)-3-(3-(fluoromethyl)azetidine-1-carbonyl)pyrazolo[1,5-a]pyrimidin-7(4H)-one